ClC1=C(C=C(C=C1)[C@@H]1O[C@@H]([C@H]([C@@H]([C@H]1O)O)O)CO)CC=1C=C2CCC3(CCC3)OC2=CC1 (2S,3R,4R,5S,6R)-2-[4-chloro-3-(spiro[chromane-2,1'-cyclobutane]-6-ylmethyl)phenyl]-6-(hydroxymethyl)tetrahydropyran-3,4,5-triol